2-(2,6-dimethylpyridin-4-yl)-3-isopropyl-5-(1-(2,2,2-trifluoroethyl)piperidin-4-yl)-1H-indole CC1=NC(=CC(=C1)C=1NC2=CC=C(C=C2C1C(C)C)C1CCN(CC1)CC(F)(F)F)C